10-bromo-8-cyclopropyl-3,4,7,8-tetrahydro-2H-pyrano-[2',3':4,5]pyrrolo[1,2-a]pyrazin-9(6H)-one BrC=1C2=C(N3C1C(N(CC3)C3CC3)=O)CCCO2